[C@H]1([C@H](O)[C@@H](O)[C@H](O)[C@H](O1)CO)OCC(=O)[C@@H](O)[C@H](O)[C@H](O)CO 1-O-alpha-D-Glucopyranosyl-D-fructose